C(C)C1=CC=C(C=C1)C=1SC=C(N1)CN1CCN(CC1)C1=NC(=NC(=C1)C)N(C)C 4-(4-{[2-(4-ethylphenyl)-1,3-thiazol-4-yl]methyl}piperazin-1-yl)-N,N,6-trimethylpyrimidin-2-amine